C(C)C1=C(N=C(C(=N1)C(=O)N)NC1=CC(=CC=C1)CCNC([C@@H](C)NC)=O)N(C)C(C)C (R)-6-ethyl-5-(isopropyl(methyl)amino)-3-((3-(2-(2-(methylamino)propanamido)ethyl)phenyl)amino)pyrazine-2-carboxamide